C(CCC)OS(=O)(=O)OCCCC butoxysulfone